tert-Butyl 4-(4-(5-fluorobenzo[d]oxazol-2-ylamino)phenylamino)-4-oxobutylcarbamate FC=1C=CC2=C(N=C(O2)NC2=CC=C(C=C2)NC(CCCNC(OC(C)(C)C)=O)=O)C1